N-[(1R)-TETRALIN-1-YL]-6-(TRIFLUOROMETHYL)-7H-PYRROLO[2,3-D]PYRIMIDIN-4-AMINE [C@H]1(CCCC2=CC=CC=C12)NC=1C2=C(N=CN1)NC(=C2)C(F)(F)F